[K+].N1(C=CCC1)C(=O)[O-] pyrrolinate potassium